4,11,14,18-tetraoxo-12-(3-oxo-3-{[2-({α-D-mannopyranosyl-(1→3)-[α-D-mannopyranosyl-(1→6)]-α-D-mannopyranosyl}oxy)ethyl]amino}propyl)-3,10,13,16,19-pentaazapentacosan-25-oate O=C(NCC)CCCCCNC(C(NC(CNCC(NCCCCCC(=O)[O-])=O)=O)CCC(NCCO[C@@H]1[C@@H](O)[C@@H](O[C@@H]2[C@@H](O)[C@@H](O)[C@H](O)[C@H](O2)CO)[C@H](O)[C@H](O1)CO[C@@H]1[C@@H](O)[C@@H](O)[C@H](O)[C@H](O1)CO)=O)=O